tri(ethyl-cyclopentadienyl)phosphine C(C)C1(C=CC=C1)P(C1(C=CC=C1)CC)C1(C=CC=C1)CC